O=C1NC(CCC1N1C2=C(OCC1)C(=CC=C2)N2CCN(CC2)CC(=O)OC(C)(C)C)=O tert-butyl 2-(4-(4-(2,6-dioxopiperidin-3-yl)-3,4-dihydro-2H-benzo[b][1,4]oxazin-8-yl)piperazin-1-yl)acetate